C1(=CC=CC=C1)C1=C(C(=O)OC2CCC(CC2)CCCCCCC)C=C(C=C1N)N (4-heptylcyclohexyl) phenyl-3,5-diaminobenzoate